(3-(bromomethyl)oxetan-3-yl)methyl acetate C(C)(=O)OCC1(COC1)CBr